O1CCC(C2=C1C=CC=C2)O 4-benzoxanol